ClC1=C(C=CC(=C1)Cl)C(=O)N1C2CN(C(C1)C2)C=2SC(=CN2)C2=NOC(=N2)C(F)(F)F (2,4-Dichlorophenyl)(5-(5-(5-(trifluoromethyl)-1,2,4-oxadiazol-3-yl)thiazol-2-yl)-2,5-diazabicyclo[2.2.1]heptan-2-yl)methanone